N1=NC=CC(C2=C1C=CC=C2)=O benzodiazepin-5-one